phosphonoamidite P([O-])N